ClC=1C=C(NC=2C(=NC(=C(N2)NC)C2=CC=CC=3N(C=NC32)C)C(=O)N)C=CC1N1CCOCC1 3-(3-chloro-4-morpholino-anilino)-5-(methylamino)-6-(1-methylbenzimidazol-4-yl)pyrazin-2-Formamide